(4-(4-Amino-7H-pyrrolo[2,3-d]pyrimidin-7-yl)benzyl)carbamic acid tert-butyl ester C(C)(C)(C)OC(NCC1=CC=C(C=C1)N1C=CC2=C1N=CN=C2N)=O